methyl 2-((tert-butoxycarbonyl)amino)-7-((4'-(dimethylamino)-[1,1'-biphenyl]-3-yl)oxy)-1,2,3,4-tetrahydronaphthalene-2-carboxylate C(C)(C)(C)OC(=O)NC1(CC2=CC(=CC=C2CC1)OC=1C=C(C=CC1)C1=CC=C(C=C1)N(C)C)C(=O)OC